ClC1=CC=C(CNC(=O)C2=NN(C=3C(N(CCC32)CC3(CC3)S(=O)(=O)C(C(=O)OC)(C)C)=O)C)C=C1 methyl 2-((1-((3-((4-chlorobenzyl)carbamoyl)-1-methyl-7-oxo-1,4,5,7-tetrahydro-6H-pyrazolo[3,4-c]pyridin-6-yl)methyl)cyclopropyl)sulfonyl)-2-methylpropanoate